CC(=C(C(=O)O)CC(=O)OC)C 3-methyl-2-(2-methoxy-2-oxoethyl)-2-butenoic acid